1-((R)-1-(4-(8-(but-3-en-1-yloxy)-1,7-naphthyridin-6-yl)-5-methoxypyridin-2-yl)ethyl)-1-ethyl-3-((S)-7,7,7-trifluorohept-1-en-4-yl)urea C(CC=C)OC=1N=C(C=C2C=CC=NC12)C1=CC(=NC=C1OC)[C@@H](C)N(C(=O)N[C@H](CC=C)CCC(F)(F)F)CC